O-(tert-butyl)-N-(4-(trifluoromethyl)benzyl)-L-serine methyl ester COC([C@@H](NCC1=CC=C(C=C1)C(F)(F)F)COC(C)(C)C)=O